4-butylene diacrylate C(C=C)(=O)OCCCCOC(C=C)=O